Br.BrCC1=NC=CC=C1 2-(bromomethyl)-pyridine hydrobromide